Cl[Pd-2](Cl)(Cl)Cl dichloropalladium(II) dichloride